L-tryptophyl-L-glutaminyl-L-α-aspartyl-L-tryptophylglycyl-L-alanyl-L-histidyl-L-arginyl-L-cysteinyl-L-threonyl-2-[2-(2-aminoethoxy)ethoxy]acetyl-L-lysinamide N[C@@H](CC1=CNC2=CC=CC=C12)C(=O)N[C@@H](CCC(N)=O)C(=O)N[C@@H](CC(O)=O)C(=O)N[C@@H](CC1=CNC2=CC=CC=C12)C(=O)NCC(=O)N[C@@H](C)C(=O)N[C@@H](CC1=CNC=N1)C(=O)N[C@@H](CCCNC(N)=N)C(=O)N[C@@H](CS)C(=O)N[C@@H]([C@H](O)C)C(=O)N([C@@H](CCCCN)C(=O)N)C(COCCOCCN)=O